1-[3-[2-[(4-methoxyphenyl)methyl]-1,2,4-triazol-3-yl]pyrazin-2-yl]ethanone COC1=CC=C(C=C1)CN1N=CN=C1C=1C(=NC=CN1)C(C)=O